FC(C=1C=C(C=CC1)C1=CNC2=NC=C(C=C21)C=2C(=NN(C2)C2CCN(CC2)C)OC)F 3-(3-(difluoromethyl)phenyl)-5-(3-methoxy-1-(1-methylpiperidin-4-yl)-1H-pyrazol-4-yl)-1H-pyrrolo[2,3-b]pyridine